methallyl-3-sulfolanyl ether C(C(C)=C)OC1CS(=O)(=O)CC1